BrC=1C(=NC(=CC1)OCCO[Si](C)(C)C(C)(C)C)C(C(C(=O)OCC)=C)O ethyl 2-[(3-bromo-6-{2-[(tert-butyldimethylsilyl)oxy]ethoxy}pyridin-2-yl)(hydroxy)methyl]prop-2-enoate